C(C)OC(C(=O)NNC(=O)[C@H]1N(CCC1)C(=O)OC(C)(C)C)=O tert-butyl (S)-2-(2-(2-ethoxy-2-oxoacetyl)hydrazine-1-carbonyl)pyrrolidine-1-carboxylate